NC1=CC=C(C=C1)C1=NN(C2=NC=NC=C21)C(C(F)(F)F)C 3-(4-Aminophenyl)-1-(1,1,1-trifluoropropan-2-yl)-1H-pyrazolo[3,4-d]pyrimidine